N-(cyclobutylmethyl)-4-((2,4-difluorophenyl)ethynyl)benzamide C1(CCC1)CNC(C1=CC=C(C=C1)C#CC1=C(C=C(C=C1)F)F)=O